tert-butyl (7-((tert-butyldiphenylsilyl)oxy)hept-1-en-4-yl)-azanecarboxylate [Si](C1=CC=CC=C1)(C1=CC=CC=C1)(C(C)(C)C)OCCCC(CC=C)NC(=O)OC(C)(C)C